NC1=C(C=C(N=N1)C1=C(C=CC=C1)O)N(C)C12CC(C1)C2 2-(6-amino-5-[bicyclo[1.1.1]pentan-1-yl(methyl)amino]pyridazin-3-yl)phenol